C[S@](=O)(=N)\C=C/[C@@H](C)C1(CCNCC1)C(=O)N |&1:1| (2R,Z)-4-((RS)-(S-methylsulfonimidoyl)but-3-en-2-yl)piperidine-4-carboxamide